(R)-2-((1-(2-cyano-3-(3,4-dihydro-quinolin-1(2H)-yl)-7-methylquinoxalin-5-yl)ethyl)amino)benzoic acid C(#N)C1=NC2=CC(=CC(=C2N=C1N1CCCC2=CC=CC=C12)[C@@H](C)NC1=C(C(=O)O)C=CC=C1)C